5-Chloro-N-((5-chlorobenzo[d]thiazol-2-yl)methyl)-3-isopropylpyrazolo[1,5-a]pyrimidin-7-amine ClC1=NC=2N(C(=C1)NCC=1SC3=C(N1)C=C(C=C3)Cl)N=CC2C(C)C